(4S,7R)-7-(2-methoxyphenyl)-2-methyl-5-oxo-4-phenyl-1,4,5,6,7,8-hexahydroquinoline-3-carboxylic acid methyl ester COC(=O)C1=C(NC=2C[C@H](CC(C2[C@@H]1C1=CC=CC=C1)=O)C1=C(C=CC=C1)OC)C